4-Methoxypyrrolidin-3-yl-(methyl)ammonia COC1C(CNC1)NC